NC1=C2C(=NC=N1)N(N=C2C2=CC=C(C=C2)OC2=CC=CC=C2)C2CCC(CC2)CN2C(CN(CC2C)C=2C=C1C(N(C(C1=CC2)=O)C2C(NC(CC2)=O)=O)=O)C 5-(4-((4-(4-amino-3-(4-phenoxyphenyl)-1H-pyrazolo[3,4-d]pyrimidin-1-yl)cyclohexyl)methyl)-3,5-Dimethylpiperazin-1-yl)-2-(2,6-dioxopiperidin-3-yl)isoindoline-1,3-dione